5-((1-((4-chloro-1-methyl-1H-pyrazol-5-yl)methyl)-3-oxoisoindolin-2-yl)methyl)-1,3,4-oxadiazol-2(3H)-one ClC=1C=NN(C1CC1N(C(C2=CC=CC=C12)=O)CC1=NNC(O1)=O)C